C(C)[P+](CC)(CC)CC.C(CCCCCCC)S(=O)(=O)[O-] octylsulfonate tetraethylphosphonium salt